BrC(C(=O)OCC)CBr ethyl 2,3-dibromopropanoate